ONC(C=CCCCCCCCCC)=O N-hydroxydodecenamide